6-{5-chloro-2-[(oxacyclohex-4-yl)amino]pyrimidin-4-yl}-2-{2-[(3S)-methyl-1,2,3,4-tetrahydroisoquinolin-2-yl]-2-oxoethyl}-2,3-dihydro-1H-isoindol-1-one ClC=1C(=NC(=NC1)NC1CCOCC1)C1=CC=C2CN(C(C2=C1)=O)CC(=O)N1C(C2=CC=CC=C2CC1)C